ClC=1C=CC=C2C=C(NC12)C(=O)N 7-chloro-1H-indole-2-carboxamide